OC(C)(C)[C@@H]1CC[C@H](CC1)NC(C1=CC=C(C=C1)C1=NC=CC2=C1C=C(O2)C)=O N-[trans-4-(2-hydroxypropan-2-yl)cyclohexyl]-4-(2-methylfuro[3,2-c]pyridin-4-yl)benzamide